NC1=NC=NC2=C1C=1C=3C(C(N(CC1N2C(C)C)CC2=CC=CC=C2)=O)=C(ON3)C3CC3 11-amino-5-benzyl-3-cyclopropyl-7-isopropyl-6,7-dihydroisoxazolo[4,3-c]pyrimido[5',4':4,5]pyrrolo[3,2-e]azepin-4(5H)-one